BrC=1C(=CC(=C(C1)NS(=O)(=O)C1=CC=C(C=C1)C)I)F N-(5-bromo-4-fluoro-2-iodophenyl)-4-methylbenzenesulfonamide